ethyl (2S)-1-(3-ethoxy-3-oxopropionyl)-5-(2-methoxy-2-oxoethyl)-5-methylpyrrolidine-2-carboxylate C(C)OC(CC(=O)N1[C@@H](CCC1(C)CC(=O)OC)C(=O)OCC)=O